C1(=CC=CC=C1)C1=CC(=NC=C1)C(=O)N 4-phenylpyridine-2-carboxamide